FC(C(C(C(S(=O)(=O)[O-])(F)F)(F)F)(F)F)(F)F.[SH+]1CCCC1 tetrahydrothiophenium nonafluorobutanesulfonate